3-[1-(pyridin-3-ylmethyl)benzimidazol-2-yl]-4-vinyl-1,2,5-thiadiazole N1=CC(=CC=C1)CN1C(=NC2=C1C=CC=C2)C2=NSN=C2C=C